C(C)OC(C(=NC#N)O)=O cyano-hydroxy-imino-acetic acid ethyl ester